BrC=1C=C(C(=NC1)Cl)S(=O)(=O)C 5-bromo-2-chloro-3-(methylsulfonyl)pyridine